IC1=CC=C(C=C1)C1=CC(=NO1)CS(=O)(=O)[O-] (5-(4-iodophenyl)isoxazol-3-yl)methylsulfonate